(R)-4-(4-chloro-3-fluorophenyl)-2-isopropyl-1-methylpiperazine ClC1=C(C=C(C=C1)N1C[C@H](N(CC1)C)C(C)C)F